CC1(OB(OC1(C)C)C=1C=C(C=CC1)[C@@H](C)NC(OC(C)(C)C)=O)C tert-butyl (R)-(1-(3-(4,4,5,5-tetramethyl-1,3,2-dioxaborolan-2-yl)phenyl)ethyl)carbamate